N-(5-Chloro-1H-pyrrolo[3,2-b]pyridin-3-yl)-1-cyclopropyl-6-phenoxy-1H-benzo[d]imidazol-2-amine ClC1=CC=C2C(=N1)C(=CN2)NC2=NC1=C(N2C2CC2)C=C(C=C1)OC1=CC=CC=C1